7-(2-(4-Benzylpiperazin-1-yl)ethoxy)-4-propyl-8-(1,2,3,4-tetrahydroquinoline-1-carbonyl)-2H-chromen-2-one C(C1=CC=CC=C1)N1CCN(CC1)CCOC1=CC=C2C(=CC(OC2=C1C(=O)N1CCCC2=CC=CC=C12)=O)CCC